2-[3-(sulfoxy)phenyl]acetic acid O(S(=O)(=O)O)C=1C=C(C=CC1)CC(=O)O